ONC(C(C(C)C)OC1=C(C=CC(=C1)N(C1=NC(=NC2=CC=CC=C12)C)C)OC)=O N-hydroxy-2-(2-methoxy-5-(methyl-(2-methylquinazol-4-yl)amino)phenoxy)-3-methylbutanamide